C(C=C)(=O)N1CC(CC1)C=1N=C(N2C(=NC=CC21)N)C2=CC=C(C(=O)NC1=NC=CC(=C1)C(F)(F)F)C=C2 4-(1-(1-propenoylpyrrolidin-3-yl)-5-aminoimidazo[1,5-c]pyrimidin-3-yl)-N-(4-(trifluoromethyl)pyridin-2-yl)benzamide